NC1=C(C=CC=C1)NC(=O)C1=CC=C(CNC(=O)C2=NC3=CC=CC=C3C(=C2)OCC2=CC=C(C=C2)F)C=C1 N-(4-((2-aminophenyl)carbamoyl)benzyl)-4-((4-fluorobenzyl)oxy)quinoline-2-carboxamide